iso-valinol N[C@@](C)(CC)CO